C(CC1=C(C(=CC(=C1)C(C)(C)C)C(C)(C)C)O)C1=C(C(=CC(=C1)C(C)(C)C)C(C)(C)C)O 2,2'-ethylenebis[4,6-bis(1,1-dimethylethyl)phenol]